chalcone oxime C1(=CC=CC=C1)\C=C\C(C1=CC=CC=C1)=NO